CON(C(=O)C=1N(C=CC1)C)C N-methoxy-N,1-dimethyl-1H-pyrrole-2-carboxamide